FC=1C=2CCCC2C(=C2CCCC12)NC(=O)N=[S@@](=O)(N)C=1SC=C(N1)C(C)(C)O (S)-N'-((8-fluoro-1,2,3,5,6,7-hexahydro-s-indacen-4-yl)carbamoyl)-4-(2-hydroxypropan-2-yl)thiazole-2-sulfonimidamide